3-(3-methoxy-4-tolyl)urea COC=1C=C(C=CC1NC(N)=O)C